(3-(5-amino-6-(1H-benzo[d]imidazol-2-yl)pyrazin-2-yl)phenyl)(morpholino)methanone NC=1N=CC(=NC1C1=NC2=C(N1)C=CC=C2)C=2C=C(C=CC2)C(=O)N2CCOCC2